C(C1=CC=CC=C1)[N+]1=CSC(=C1C)CCO 2-(3-benzyl-4-methyl-thiazol-3-ium-5-yl)ethanol